C(C)(C)C1=C(NC2=CC=C(C=C12)C1=NN=C(O1)C(=O)N)C1=C2C(=NC=C1)NN=C2 5-(3-isopropyl-2-(1H-pyrazolo[3,4-b]pyridin-4-yl)-1H-indol-5-yl)-1,3,4-oxadiazole-2-carboxamide